5-methoxypyridin-4-amine COC=1C(=CC=NC1)N